NCC(=O)N[C@@H]1C[C@@](NCC1)(C(=O)O)CCCCB(O)O (2R,4S)-4-(2-Aminoacetamido)-2-(4-dihydroxyboryl-butyl)piperidine-2-carboxylic acid